NC=1C(=NC=C(N1)N1CCC2([C@H](CC(C2)=O)N)CC1)SC1=C2C=CN(C2=CC=C1)C(C)=O (S)-1-(4-((3-amino-5-(4-amino-2-oxo-8-azaspiro[4.5]decan-8-yl)pyrazin-2-yl)thio)-1H-indol-1-yl)ethanone